FC(OC[C@@H](CCCN1C(C2=CC(=C(C=C2C=C1)C1=NC=C(C=N1)C(F)(F)F)F)=O)OC=1C=NNC(C1C(F)(F)F)=O)F (R)-2-(5-(difluoromethoxy)-4-((6-oxo-5-(trifluoromethyl)-1,6-dihydropyridazin-4-yl)oxy)pentyl)-7-fluoro-6-(5-(trifluoromethyl)pyrimidin-2-yl)isoquinolin-1(2H)-one